CC=1C(=C(C=C(C1)C(F)(F)F)O)C1=CC2=C(N=N1)N(CC2)[C@H]2CN(CCC2)CCC 3-Methyl-2-{7-[(3R)-1-propylpiperidin-3-yl]-6,7-dihydro-5H-pyrrolo[2,3-c]pyridazin-3-yl}-5-(trifluoromethyl)phenol